(1S,2S)-N-(6-(7-(dimethylamino)-6-fluoro-5-(methylthio)-1H-indazol-4-yl)imidazo[1,2-a]pyridin-2-yl)-2-fluorocyclopropane-1-carboxamide CN(C=1C(=C(C(=C2C=NNC12)C=1C=CC=2N(C1)C=C(N2)NC(=O)[C@H]2[C@H](C2)F)SC)F)C